C(C)(=O)OCC[C@@H](C)OC(C)=O (R)-1,3-diacetyloxybutane